[Ti+4].CC(CC(C)=O)=O.CC(CC(C)=O)=O.CC(CC(C)=O)=O tris(2,4-pentanedione) titanium (IV)